CCCCCCC n-Heptan